2-((6,7-Dihydro-5H-cyclopenta[b]pyridin-6-yl)amino)pyrimidine-5-carbohydrazide N1=C2C(=CC=C1)CC(C2)NC2=NC=C(C=N2)C(=O)NN